S(=O)(=O)=C1C(N=CC=C1)C(=O)NNC(CO[Si](C(C)C)(C(C)C)C(C)C)=O sulfonyl-N'-(2-triisopropylsilyloxyacetyl)pyridine-2-carbohydrazide